3-[2-fluoro-4-methoxy-5-(4-methyl-2,3-dihydroquinoline-1-sulfonyl)phenyl]-2,4-dioxo-1H-thieno[3,4-d]pyrimidine-5-carboxylic acid FC1=C(C=C(C(=C1)OC)S(=O)(=O)N1CCC(C2=CC=CC=C12)C)N1C(NC=2C(C1=O)=C(SC2)C(=O)O)=O